1-((2R,5S)-4-((R)-6-chloro-7-(1,6-dimethyl-1H-indazol-7-yl)-8-fluoro-2-(1-isopropylpiperidin-4-yloxy)quinazolin-4-yl)-2,5-dimethylpiperazin-1-yl)prop-2-en-1-one ClC=1C=C2C(=NC(=NC2=C(C1C=1C(=CC=C2C=NN(C12)C)C)F)OC1CCN(CC1)C(C)C)N1C[C@H](N(C[C@@H]1C)C(C=C)=O)C